methyl 3-amino-2-(((benzyloxy)carbonyl)amino)propanoate hydrochloride Cl.NCC(C(=O)OC)NC(=O)OCC1=CC=CC=C1